CC1=C(C=CC=C1)N1CCN(CC1)S(=O)(=O)C1=CC=C(C=C1)NC(NCC=1C=NC=CC1)=O 3-{4-[4-(2-methylphenyl)piperazine-1-sulfonyl]phenyl}-1-(pyridin-3-ylmethyl)urea